(3-Aminomethyl-phenyl)-5-trifluoromethyl-2H-pyrazole-3-carboxylic acid {3-[(4-amino-benzylamino)-phenyl-methyl]-phenyl}-amide NC1=CC=C(CNC(C=2C=C(C=CC2)NC(=O)C=2N(N=C(C2)C(F)(F)F)C2=CC(=CC=C2)CN)C2=CC=CC=C2)C=C1